CNC(C1=C(C=CC=C1)SSC1=C(C(=O)NC)C=CC=C1)=O 2,2'-dithiobis(N-methylbenzamide)